tert-butyl (R)-3-((S)-3-(3-(1H-imidazole-1-carboxamido)phenyl)-1-(tert-butoxy)-1-oxopropan-2-yl)pyrrolidine-1-carboxylate N1(C=NC=C1)C(=O)NC=1C=C(C=CC1)C[C@H](C(=O)OC(C)(C)C)[C@@H]1CN(CC1)C(=O)OC(C)(C)C